4-(Boc-amino)-3,3-difluoropiperidine C(=O)(OC(C)(C)C)NC1C(CNCC1)(F)F